C(CCCCCCC)OC1=C(C(=O)NN)C=C(C(=C1)C(=O)O)OCCCCCCCC 2,5-dioctyl-oxyterephthalic hydrazide